ClCC1=CC=C(C=C1)NC(=O)[C@H](CCCNC(=O)N)NC(=O)[C@H](C(C)C)NC(CCCCCN1C(C=CC1=O)=O)=O N-[(1S)-1-[[(1S)-1-[[4-(chloromethyl)phenyl]carbamoyl]-4-ureido-butyl]carbamoyl]-2-methyl-propyl]-6-(2,5-dioxopyrrol-1-yl)hexanamide